methylundecan-1-imine CC(CCCCCCCCCC)=N